(4S)-4-ethyl-2-isopropyl-2,3,4,6,7,8-hexahydro-5H-chromen-5-one C(C)[C@H]1CC(OC=2CCCC(C12)=O)C(C)C